O.O.S(=O)(=O)(O)OS(=O)(=O)O disulphate dihydrate